3-cyclopropyl-N-[1-(3-pyrazin-2-ylpyrazin-2-yl)ethyl]-5-(trifluoromethyl)benzamide C1(CC1)C=1C=C(C(=O)NC(C)C2=NC=CN=C2C2=NC=CN=C2)C=C(C1)C(F)(F)F